t-Butyl (4-bromothiophen-3-yl)carbamate BrC=1C(=CSC1)NC(OC(C)(C)C)=O